2-(1H-pyrrol-2-yl)acetamide N1C(=CC=C1)CC(=O)N